4-(2,6-Dicarbonylpiperidin-3-yl)-5-oxo-3,3a,4,5-tetrahydropyrrolo[2,3,4-de]quinoline C(=O)=C1NC(CCC1N1C(C=2C=3C1CC=NC3C=CC2)=O)=C=O